tert-butyl 2-(1-methyl-1H-pyrazol-4-yl)cyclopropane-1-carboxylate CN1N=CC(=C1)C1C(C1)C(=O)OC(C)(C)C